CC(CC(C)N(C1=CC=C(C=C1)N)C1=CC=CC=C1)C N'-(4-methyl-pentan-2-yl)-N4-phenylbenzene-1,4-diamine